1-(1-ethyl-1H-pyrazol-4-yl)-5-hydroxy-2-methyl-1H-indole-3-carboxylic acid ethyl ester C(C)OC(=O)C1=C(N(C2=CC=C(C=C12)O)C=1C=NN(C1)CC)C